2-(3,4-dimethoxyphenyl)-1-(3,4,5-trimethoxyphenyl)-1H-benzo[d]imidazole COC=1C=C(C=CC1OC)C1=NC2=C(N1C1=CC(=C(C(=C1)OC)OC)OC)C=CC=C2